CNC(CC(=O)N)C1=CC=CC=C1 3-(Methylamino)-3-phenylpropionamide